N-{(1R)-1-[3-(difluoromethyl)-2-fluorophenyl]ethyl}-2-methyl-6-(3-methyl-5,6-dihydro[1,2,4]triazolo[4,3-a]pyrazin-7(8H)-yl)pyrido[3,4-d]pyrimidin-4-amine FC(C=1C(=C(C=CC1)[C@@H](C)NC=1C2=C(N=C(N1)C)C=NC(=C2)N2CC=1N(CC2)C(=NN1)C)F)F